C(CC(C)C)(=O)OCC 1-ethyl isovalerate